(R)-N-((R/S)-1-(indolin-4-yl)ethyl)-2-methylpropane-2-sulfinamide N1CCC2=C(C=CC=C12)[C@@H](C)N[S@](=O)C(C)(C)C |&1:9|